C(CCCCCCCCCCCCC)(=O)OCC(COCCOC)OC(CCCCCCCCCCCCC)=O [3-(2-methoxyethoxy)-2-tetradecanoyloxypropyl] tetradecanoate